2-(2-(2-(3-bromo-1-cyclopropyl-1H-pyrazol-5-yl)ethoxy)ethoxy)-6-chloropyridine BrC1=NN(C(=C1)CCOCCOC1=NC(=CC=C1)Cl)C1CC1